(3R)-2'-{6-amino-5-[(1S)-1-(2,6-difluorophenyl)ethoxy]pyridin-3-yl}-N-ethyl-5',6'-dihydrospiro[pyrrolidine-3,4'-pyrrolo[1,2-b]pyrazole]-1-carboxamide NC1=C(C=C(C=N1)C=1C=C2N(N1)CC[C@]21CN(CC1)C(=O)NCC)O[C@@H](C)C1=C(C=CC=C1F)F